(2S,4S)-4-((tert-butyldimethylsilyl)oxy)-2-((3,4-difluoro-phenyl)carbamoyl)pyrrolidine-1-carboxylic acid tert-butyl ester C(C)(C)(C)OC(=O)N1[C@@H](C[C@@H](C1)O[Si](C)(C)C(C)(C)C)C(NC1=CC(=C(C=C1)F)F)=O